5-(4-Ethyl-2-fluorophenyl)-1-(oxacyclohex-4-yl)-N-[(3S)-9-fluoro-2-oxo-5-phenyl-1,3-dihydro-1,4-benzodiazepine-3-yl]Pyrazole-4-carboxamide C(C)C1=CC(=C(C=C1)C1=C(C=NN1C1CCOCC1)C(=O)N[C@@H]1C(NC2=C(C(=N1)C1=CC=CC=C1)C=CC=C2F)=O)F